N,3-dimethyl-N-(2,3,5-trifluorobenzyl)piperidine-1-carboxamide methyl-(1S,2S)-2-((4-(5-amino-1-methyl-1H-1,2,3-triazol-4-yl)phenyl)carbamoyl)cyclohexane-1-carboxylate COC(=O)[C@@H]1[C@H](CCCC1)C(NC1=CC=C(C=C1)C=1N=NN(C1N)C)=O.CN(C(=O)N1CC(CCC1)C)CC1=C(C(=CC(=C1)F)F)F